FC(C(C1=CC=CC=C1)NNC(C1=CC=CC=C1)=O)(F)F N'-(2,2,2-trifluoro-1-phenyl-ethyl)benzoylhydrazine